2-(Chloromethyl)-4-methylquinazoline ClCC1=NC2=CC=CC=C2C(=N1)C